(2S,5R)-N-{[(2R,4S)-4-Aminomethyl-pyrrolidin-2-yl]methyloxy}-7-oxo-6-(sulfooxy)-1,6-diazabicyclo[3.2.1]octane-2-carboxamide trifluoroacetate salt FC(C(=O)O)(F)F.NC[C@@H]1C[C@@H](NC1)CONC(=O)[C@H]1N2C(N([C@H](CC1)C2)OS(=O)(=O)O)=O